ClC=1C=C2C(NC(=NC2=CC1)C1=CC=CC=C1)=O 6-chloro-2-phenyl-4(3H)-quinazolinone